4,4'-di(1-piperidinyl)biphenyl N1(CCCCC1)C1=CC=C(C=C1)C1=CC=C(C=C1)N1CCCCC1